2-(bromomethyl)-1-(4-ethylphenoxy)-4-nitrobenzene BrCC1=C(C=CC(=C1)[N+](=O)[O-])OC1=CC=C(C=C1)CC